C(C)OC(C(C)(C1=C(C=C(C=C1)C(F)F)[N+](=O)[O-])C1=C(C=CC(=C1)Cl)OC)=O (5-chloro-2-methoxy-phenyl)-2-[4-(difluoromethyl)-2-nitro-phenyl]propionic acid ethyl ester